tert-butyl (S)-2-((tert-butoxy carbonyl)amino)-4-oxobutanoate C(C)(C)(C)OC(=O)N[C@H](C(=O)OC(C)(C)C)CC=O